C(=O)(OCC1C2=CC=CC=C2C2=CC=CC=C12)N[C@@H](CC1=CC=CC2=CC=CC=C12)C(=O)O Fmoc-β-naphthyl-alanine